N-(3-(1,1-difluoroethyl)phenyl)-4-fluoro-1-(4-methoxyphenyl)-3-methyl-5-oxo-4,5-dihydro-1H-pyrazole-4-carboxamide FC(C)(F)C=1C=C(C=CC1)NC(=O)C1(C(=NN(C1=O)C1=CC=C(C=C1)OC)C)F